COC(=O)C1C(CC1)C(=O)O 2-(Methoxycarbonyl)cyclobutane-1-carboxylic acid